COC(=O)C1=CC2=CN(N=C2C=C1OC(C)C)[C@@]12CO[C@@](CC1)(C2)C.NC2=CC=C(C=C2)CCN2CCN(CC2)C2=CC(=CC=C2)C(F)(F)F 1-[(4-aminophenyl)ethyl]-4-[3-(trifluoromethyl)phenyl]piperazine methyl-6-isopropoxy-2-((1S,4S)-1-methyl-2-oxabicyclo[2.2.1]heptan-4-yl)-2H-indazole-5-carboxylate